C(C)(=O)C1=CC=CC2=CC3=CC=C(C=C3C=C12)N acetyl-anthracene-7-amine